CNCC1=C(C=C(C=C1)Br)Br N-methyl-2,4-dibromobenzylamine